N-(3-Fluoro-5-methoxyphenyl)-2-(((2-(trifluoromethyl)pyridin-4-yl)thio)methyl)-1H-benzo[d]imidazol-5-amine FC=1C=C(C=C(C1)OC)NC1=CC2=C(NC(=N2)CSC2=CC(=NC=C2)C(F)(F)F)C=C1